C(C)(=O)NC1=NC=C(C(=C1)NC(OC(C)(C)C)=O)OCCN1CCOCC1 tert-butyl (2-acetamido-5-(2-morpholinoethoxy)pyridin-4-yl)carbamate